(E)-N-((2-chloro-6-(3-chlorophenyl)pyridin-4-yl)methylene)-2-methylpropane-2-sulfinamide ClC1=NC(=CC(=C1)\C=N\S(=O)C(C)(C)C)C1=CC(=CC=C1)Cl